CN1CCC2(CN(CCO2)C2=C(C=CC(=C2C(F)(F)F)OC2=CC=CC=C2)NC(=O)C=2N=C(SC2)C2=CN=NC=C2)CC1 N-[2-(9-methyl-1-oxa-4,9-diazaspiro[5.5]undecan-4-yl)-4-phenoxy-3-(trifluoromethyl)phenyl]-2-(pyridazin-4-yl)-1,3-thiazole-4-carboxamide